tert-butyl 6-(8-(benzo[d]thiazol-2-ylcarbamoyl)-3,4-dihydroisoquinolin-2(1H)-yl)-3-(4-(3-(1-(tert-butoxycarbonyl)piperidin-4-yl)propoxy)-2-methylphenyl)picolinate S1C(=NC2=C1C=CC=C2)NC(=O)C=2C=CC=C1CCN(CC21)C2=CC=C(C(=N2)C(=O)OC(C)(C)C)C2=C(C=C(C=C2)OCCCC2CCN(CC2)C(=O)OC(C)(C)C)C